isopropenyl-bis(cyclopentadienyl)zirconium dichloride [Cl-].[Cl-].C(=C)(C)[Zr+2](C1C=CC=C1)C1C=CC=C1